(S)-2,4-difluoro-M-(5-(4-(4-(2-fluoroacryloyl)-2-methylpiperazin-1-yl)quinazolin-6-yl)-2-methoxypyridin-3-yl)benzenesulfonamide FC1=C(C=CC(=C1C=1C(=NC=C(C1)C=1C=C2C(=NC=NC2=CC1)N1[C@H](CN(CC1)C(C(=C)F)=O)C)OC)F)S(=O)(=O)N